2,2-dimethyl-6-(2-oxopent-4-enyl)-1,3-dioxan-4-one CC1(OC(CC(O1)=O)CC(CC=C)=O)C